OC1(CCN(CC12CCCC2)C(=O)C=2N=COC2C2=CC=CC=C2)CN2C=C(C(=CC2=O)C2=CC=CC=C2)C(=O)N(C)C 1-((10-hydroxy-7-(5-phenyloxazole-4-carbonyl)-7-azaspiro[4.5]decan-10-yl)methyl)-N,N-dimethyl-6-oxo-4-phenyl-1,6-dihydropyridine-3-carboxamide